CC(=O)[SH5] (methyl)-lambda6-sulfanyl ketone